N,N-Dimethyl-3-(phenylamino)propanamide CN(C(CCNC1=CC=CC=C1)=O)C